Tert-butyl (2R)-2-[[4-[cyclopropanecarbonyl(methyl)amino]-2-(3,5-dimethylisoxazol-4-yl)phenoxy]methyl]piperidine-1-carboxylate C1(CC1)C(=O)N(C1=CC(=C(OC[C@@H]2N(CCCC2)C(=O)OC(C)(C)C)C=C1)C=1C(=NOC1C)C)C